4-((4-Methoxy-5-(pyrazolo[1,5-a]pyridin-5-yl)pyrrolo[2,1-f][1,2,4]triazin-2-yl)amino)-1-methylcyclohexan-1-ol COC1=NC(=NN2C1=C(C=C2)C2=CC=1N(C=C2)N=CC1)NC1CCC(CC1)(O)C